CC1=C(C=CC=C1)C(CC(=O)O)CC(=O)O 3-(o-methyl-phenyl)-glutaric acid